6-(4-amino-2,6-difluorophenyl)isoindolin-1-one NC1=CC(=C(C(=C1)F)C1=CC=C2CNC(C2=C1)=O)F